methyl 2-[tert-butoxycarbonyl-[5-[tert-butyl(dimethyl)silyl]oxypentyl]amino]thiazole-4-carboxylate C(C)(C)(C)OC(=O)N(C=1SC=C(N1)C(=O)OC)CCCCCO[Si](C)(C)C(C)(C)C